ClC1=CC=C(C=C1)C=1C=C2C(=NC1)NC=C2C(=O)C=2C(=C(C=CC2F)[NH-])F {3-[5-(4-chlorophenyl)-1H-pyrrolo[2,3-b]pyridin-3-carbonyl]-2,4-difluorophenyl}-amid